C1(=CC=CC=C1)COC(=O)N[C@H](C(=O)OC)CC(=C)C methyl (S)-2-(((phenylmethyloxy) carbonyl) amino)-4-methylpent-4-enoate